CC=1C(=C(C(=CC1C)C(C)(C)C)O)C(C)(C)C methyl-2,6-di-tert-butyl-4-methylphenol